1,5-difluoropentane FCCCCCF